NC1=NNC2=CC=C(C(=C12)OC1=C(C=CC(=C1)F)Cl)NC(OC(C)(C)C)=O tert-butyl N-[3-amino-4-(2-chloro-5-fluorophenoxy)-1H-indazol-5-yl]carbamate